(E)-N-((4-Bromo-1-methyl-1H-imidazol-2-yl)methylene)-2-methylpropane-2-sulfinamide BrC=1N=C(N(C1)C)\C=N\S(=O)C(C)(C)C